ClC1=C2N=C(C=NC2=CC=C1OC=1C=CC2=C(N(C(=N2)C)COCC[Si](C)(C)C)C1)C=1C=NN(C1)C1OCCCC1 2-[[6-[5-chloro-3-(1-tetrahydropyran-2-ylpyrazol-4-yl)quinoxalin-6-yl]oxy-2-methyl-benzimidazol-1-yl]methoxy]ethyl-trimethyl-silane